F[C@H]1[C@H](C1)C(=O)NC1=NC=C2C=C(C(N(C2=C1)C)=O)C=1C=NC(=CC1C)\C(\CC)=N/O (1R,2R)-2-fluoro-N-(3-{6-[(1Z)-1-(hydroxyimino)propyl]-4-methylpyridin-3-yl}-1-methyl-2-oxo-1,6-naphthyridin-7-yl)cyclopropane-1-carboxamide